N-[[2-(5-methoxy-2-pyridyl)-3-methyl-1H-indol-5-yl]methyl]-4-methyl-pyrimidine-5-carboxamide COC=1C=CC(=NC1)C=1NC2=CC=C(C=C2C1C)CNC(=O)C=1C(=NC=NC1)C